CC=CC=CC=CCC=CC=CC=CCCCCC nonadeca-2,4,6,9,11,13-hexaen